Methyl (S)-2-((4-(2-(5-chloropyridin-2-yl)-2-methylbenzo[d][1,3]dioxol-4-yl)piperidin-1-yl)methyl)-4-(2-methoxyethoxy)-1H-benzo[d]imidazole-6-carboxylate ClC=1C=CC(=NC1)[C@@]1(OC2=C(O1)C=CC=C2C2CCN(CC2)CC2=NC1=C(N2)C=C(C=C1OCCOC)C(=O)OC)C